(D)-3-phenyllactic acid C1(=CC=CC=C1)C[C@H](C(=O)O)O